chloromethyl (1R,5S)-1-(naphthalen-2-yl)-3-azabicyclo[3.1.0]hexane-3-carboxylate C1=C(C=CC2=CC=CC=C12)[C@@]12CN(C[C@H]2C1)C(=O)OCCl